3-fluoro-2,8,9-trimethyl-7-(3-(trifluoromethyl)-7,8-dihydro-1,6-naphthyridin-6(5H)-yl)-4H-pyrimido[1,2-b]pyridazin-4-one FC1=C(N=C2N(N=C(C(=C2C)C)N2CC=3C=C(C=NC3CC2)C(F)(F)F)C1=O)C